ClC1=NC=C(C(=O)NOCC)C(=C1)NC1=C(C=C(C=C1)N1CCCCC1)NS(=O)(=O)C 6-chloro-N-ethoxy-4-((2-(N-methylsulfonylamino)-4-(piperidin-1-yl)phenyl)amino)nicotinamide